5-[4-[(3S)-1-(3-fluoropropyl)pyrrolidin-3-yl]oxyphenyl]-6-indolin-5-yl-8,9-dihydro-7H-benzo[7]annulen-2-ol FCCCN1C[C@H](CC1)OC1=CC=C(C=C1)C1=C(CCCC2=C1C=CC(=C2)O)C=2C=C1CCNC1=CC2